C(C=C)OC=1C=C(C=CC1)NC(=O)C1=CC=C2C=NNC2=C1 N-(3-(allyloxy)phenyl)-1H-indazole-6-carboxamide